C(C1=CC=CC=C1)OC(N[C@@H]1[C@@H](NC([C@H]1C)=O)C1=C(C=CC=C1)Cl)=O |r| (rac-(2S,3S,4S)-2-(2-chlorophenyl)-4-methyl-5-oxopyrrolidin-3-yl)carbamic acid benzyl ester